FC=1C=C2CCN(C(C2=CC1)(C)C)C1=CC(=C(C(=C1)C)NC(CC(C)(C)C)=O)C N-(4-(6-fluoro-1,1-dimethyl-3,4-dihydroisoquinolin-2(1H)-yl)-2,6-dimethylphenyl)-3,3-dimethylbutyramide